(1S,4S)-4-((5-amino-2-((1-methylcyclopentyl)amino)pyrimidin-4-yl)amino)cyclohexane-1-carboxamide NC=1C(=NC(=NC1)NC1(CCCC1)C)NC1CCC(CC1)C(=O)N